C1(=CCC1)C(=O)OC methyl cyclobutene-1-carboxylate